4-((1R,4R)-5-(4-(2-(2-Aminopyridin-3-yl)-5-phenyl-3H-imidazo[4,5-b]pyridin-3-yl)benzyl)-2,5-diazabicyclo[2.2.1]heptan-2-yl)pyrimidine-2-carbonitrile NC1=NC=CC=C1C1=NC=2C(=NC(=CC2)C2=CC=CC=C2)N1C1=CC=C(CN2[C@H]3CN([C@@H](C2)C3)C3=NC(=NC=C3)C#N)C=C1